N1=C(C=CC=C1)C=1C=NC(=NC1)OCC1=NC=CC=C1 5-(pyridin-2-yl)-2-(pyridin-2-ylmethoxy)pyrimidine